COC1=CC=C2C(=N1)N=C(N2)S(=O)CC2=NC=C(C(=C2C)OC)C 5-methoxy-2-(((4-methoxy-3,5-dimethylpyridin-2-yl)methyl)sulfinyl)-1H-imidazo[4,5-b]pyridine